O[C@H]1C(N(CC1)C1CCN(CC1)C1=NC=C(C=N1)C(F)(F)F)=O (R)-3-hydroxy-1-(1-(5-(trifluoromethyl)pyrimidin-2-yl)piperidin-4-yl)pyrrolidin-2-one